P1OC2=CC=C(C=C2)C2=CC=C(C=C2)OPO1 (1,1'-Biphenyl)-4,4'-diyl diphosphonite